C1(CC1)C(=O)NC1=CC(=C(N=N1)C(=O)NC([2H])([2H])[2H])NC1=NC=CC(=C1OC)C1=NOC(=N1)CN(S(=O)(=O)C)C 6-Cyclopropanamido-4-[(3-methoxy-4-{5-[(N-methylmethansulfonamido)methyl]-1,2,4-oxadiazol-3-yl}pyridin-2-yl)amino]-N-(2H3)methylpyridazin-3-carboxamid